C1(=CC=CC=C1)C1=NSC(=N1)C1=CC=CC=C1 3,5-diphenyl-1,2,4-thiadiazole